C(C)(C)(C)OC(=O)N1C[C@@H](N(CC1)C1=CC(=CC=C1)[C@H](CC=C)NC(=O)OCC1=CC=CC=C1)C(NCC=C)=O (R)-3-(allylcarbamoyl)-4-(3-((S)-1-(((benzyloxy)carbonyl)Amino)but-3-en-1-yl)phenyl)piperazine-1-carboxylic acid tert-butyl ester